O[C@@H](CNC(OC(C)(C)C)=O)C1=CC(=C(C=C1)O)[N+](=O)[O-] |r| racemic-tert-butyl (2-hydroxy-2-(4-hydroxy-3-nitrophenyl)ethyl)carbamate